2-(2-cyclopropyl-2-hydroxyethyl)isoindoline-1,3-dione C1(CC1)C(CN1C(C2=CC=CC=C2C1=O)=O)O